BrC=1C=C(C=C(C1)NS(=O)(=O)C)NC(=O)C1=CN(C(=C1)C)C1CCCCC1 N-(3-bromo-5-(methylsulfonylamino)phenyl)-1-cyclohexyl-5-methyl-1H-pyrrole-3-carboxamide